potassium 4-cyano-1-(cyclobutylmethyl)-1H-pyrazole-5-carboxylate C(#N)C=1C=NN(C1C(=O)[O-])CC1CCC1.[K+]